C(C)(=O)O[C@H]([C@@H](CNC(CC1=CC=C(C=C1)C=1C=NC=CC1)=O)OC(C)=O)[C@@H]1O[C@@](C[C@@H]([C@H]1NC(COC(C)=O)=O)OC(C)=O)(SC1=CC=C(C=C1)C)C(=O)OC (1R,2R)-1-((2R,3R,4S,6S)-4-acetoxy-3-(2-acetoxyacetamido)-6-(methoxycarbonyl)-6-(p-tolylthio)tetrahydro-2H-pyran-2-yl)-3-(2-(4-(pyridin-3-yl)phenyl)acetamido)propane-1,2-diyl diacetate